(4S)-1-[(3S)-5,5-difluorooxan-3-yl]-5,5-difluoro-3-(trifluoromethyl)-1H,4H,5H,6H-cyclopenta[c]pyrazol-4-ol FC1(C[C@@H](COC1)N1N=C(C2=C1CC([C@H]2O)(F)F)C(F)(F)F)F